FC1=C(N)C(=CC(=C1)I)F 2,6-difluoro-4-iodo-aniline